(5-methyl-2-(pyrimidin-2-yl)pyridin-3-yl)((1S,4R,6R)-6-((5-methylpyridin-2-yl)oxy)-2-azabicyclo[2.2.2]oct-2-yl)methanone CC=1C=C(C(=NC1)C1=NC=CC=N1)C(=O)N1[C@@H]2[C@@H](C[C@H](C1)CC2)OC2=NC=C(C=C2)C